ClC=1C=C(C=C(C1)N1CCN(CC1)C(=O)OC(C)(C)C)C=1C=C(C(=NC1)NC(=O)C=1C=NC(=NC1)C)F N-{5-[3-chloro-5-(4-Boc-piperazin-1-yl)phenyl]-3-fluoropyridin-2-yl}-2-methylpyrimidine-5-carboxamide